OC1=C(C(=O)O)C=CC(=C1C)OCOC 2-hydroxy-4-(methoxymethoxy)-3-methylbenzoic acid